COC=1C=C(C=C(C1)C=1C=NC=CC1)NC1=CC=NC2=CC=C(C=C12)OC(F)(F)F N-(3-Methoxy-5-(pyridin-3-yl)phenyl)-6-(trifluoromethoxy)quinolin-4-amine